C(C1=CC=CC=C1)SC=1C=C(C=2N(C1)C(=NN2)C(=O)NN)Cl 6-(benzylthio)-8-chloro-[1,2,4]triazolo[4,3-a]pyridine-3-carbohydrazide